N2-(5,7-difluoro-1H-indol-3-yl)-7-fluoro-N1-methyl-5-(trifluoromethyl)-1H-benzo[d]imidazole-1,2-diamine hydrochloride Cl.FC=1C=C2C(=CNC2=C(C1)F)NC1=NC2=C(N1NC)C(=CC(=C2)C(F)(F)F)F